C[N+]1(C(CCC1C)C)C 1,1,2,5-tetramethylpyrrolidinium